COC(=O)C1CCN(CC1)C1CCC2=CC(=CC(=C12)C)C1CN(C1)C(=O)OC(C)(C)C.C(C)(C)(C)OC(=O)N1CCC(CC1)[Zn]I {1-[(tert-butoxy)carbonyl]piperidin-4-yl}(iodo)zinc methyl-1-(5-(1-(tert-butoxycarbonyl)azetidin-3-yl)-7-methyl-2,3-dihydro-1H-inden-1-yl)piperidine-4-carboxylate